4-acetoxyl-6,8-dimethoxy-naphthalene-2-carboxylic acid methyl ester COC(=O)C1=CC2=C(C=C(C=C2C(=C1)OC(=O)C)OC)OC